7-ethyl-2-(methylthio)-7H-pyrrolo[2,3-d]pyrimidin-4-amine hydrochloride Cl.C(C)N1C=CC2=C1N=C(N=C2N)SC